5-Chloro-6-(2,6-difluoro-4-(((3aR,5s,6aS)-octahydrocyclopenta[c]pyrrol-5-yl)oxy)phenyl)-N-((S)-1,1,1-trifluoropropane-2-yl)-[1,2,4]triazolo[1,5-a]pyrimidin-7-amine ClC1=NC=2N(C(=C1C1=C(C=C(C=C1F)OC1C[C@@H]3[C@@H](CNC3)C1)F)N[C@H](C(F)(F)F)C)N=CN2